CC(CN)NC1=CC=CC=C1 1-methyl-N1-phenylethane-1,2-diamine